N1C(=NC=C1)C=O Imidazolealdehyde